[6-(4,4-Di-methylpiperidin-1-yl)-1H-pyrazolo[3,4-b]pyrazin-1-yl] acetate C(C)(=O)ON1N=CC=2C1=NC(=CN2)N2CCC(CC2)(C)C